NC1=C(C(=C2C(=N1)CCO2)C2=CCC(CC2)NC(OC(C)(C)C)=O)F tert-butyl N-[4-(5-amino-6-fluoro-2,3-dihydrofuro[3,2-b]pyridin-7-yl)cyclohex-3-en-1-yl]carbamate